C(CCCCC)C1=CC=C(C(=O)NCC=2C(=NNC2)C2=CC=CC=C2)C=C1 4-Hexyl-N-((3-phenyl-1H-pyrazol-4-yl)methyl)benzamide